benzyl ((4-(tert-butyl)phenyl)sulfonyl)carbamate C(C)(C)(C)C1=CC=C(C=C1)S(=O)(=O)NC(OCC1=CC=CC=C1)=O